NC=1C2=C(N=CN1)N(C(=C2C=2C=NN(C2)CC2CCNCC2)C2=CC=C(C=C2)NC(C=C)=O)C N-(4-(4-amino-7-methyl-5-(1-(piperidin-4-ylmethyl)-1H-pyrazol-4-yl)-7H-pyrrolo[2,3-d]pyrimidin-6-yl)phenyl)acrylamide